2',3'-dihydrospiro[cyclobutane-1,1'-pyrrolo[2,3-c]quinoline]-2'-one C12(C(NC=3C=NC=4C=CC=CC4C31)=O)CCC2